4-(4-((tert-butyldimethylsilyl)oxy)butyl)piperazine [Si](C)(C)(C(C)(C)C)OCCCCN1CCNCC1